(1R,3S,5R)-2-(2-(4-amino-6-(pyridin-3-yl)-9H-pyrido[2',3':4,5]pyrrolo[2,3-d]pyrimidin-9-yl)acetyl)-N-(6-bromopyridin-2-yl)-5-methyl-2-azabicyclo[3.1.0]hexane-3-carboxamide NC=1C2=C(N=CN1)N(C1=C2N=C(C=C1)C=1C=NC=CC1)CC(=O)N1[C@@H]2C[C@@]2(C[C@H]1C(=O)NC1=NC(=CC=C1)Br)C